CC(C)OC=1C=C2C=CC=NC2=CC1C(=O)N 6-(propan-2-yloxy)quinoline-7-carboxamide